FC=1C=CC=C2C=C(C=NC12)C(=O)NC(CC1=CC=CC=C1)(CC(F)(F)F)C 8-Fluoro-N-(4,4,4-trifluoro-2-methyl-1-phenylbutan-2-yl)chinolin-3-carboxamid